CC=1C=C(C=CC1O)C(C)(C)C1=CC(=CC(=C1)C(C)(C)C1=CC(=C(C=C1)O)C)C(C)(C)C1=CC(=C(C=C1)O)C α,α',α''-tris(3-methyl-4-hydroxyphenyl)1,3,5-triisopropylbenzene